methyl 3-bromo-1-((2-(trimethylsilyl)ethoxy)methyl)-1H-pyrazole-5-carboxylate BrC1=NN(C(=C1)C(=O)OC)COCC[Si](C)(C)C